CC(C(C)C=1C=C(C=C(C1)O)O)CCCCC 5-(3-Methyloctan-2-yl)benzene-1,3-diol